tert-butyl (RS)-cis-3-(((benzyloxy)carbonyl)amino)-4-methylpiperidine-1-carboxylate C(C1=CC=CC=C1)OC(=O)N[C@H]1CN(CC[C@H]1C)C(=O)OC(C)(C)C